The molecule is the stable isotope of yttrium with relative atomic mass 88.905848, 100 atom percent natural abundance and nuclear spin 1/2. [89Y]